S,S-Dibenzyl trithiocarbonate C(SCC1=CC=CC=C1)(SCC1=CC=CC=C1)=S